C12N(CC(NC1)CC2)C=2C1=C(N=C(N2)OC([2H])([2H])[C@H]2N(CCC2)C)C(=C(N=C1)C1=CC(=CC2=CC=C(C(=C12)C#C)F)O)F 4-(4-(2,5-Diazabicyclo[2.2.2]octan-2-yl)-8-fluoro-2-(((S)-1-methylpyrrolidin-2-yl)methoxy-d2)pyrido[4,3-d]pyrimidin-7-yl)-5-ethynyl-6-fluoronaphthalen-2-ol